2-((1-(4-chlorobenzyl)-1H-indol-3-yl)sulfonyl)-N-(2-fluorophenyl)acetamide ClC1=CC=C(CN2C=C(C3=CC=CC=C23)S(=O)(=O)CC(=O)NC2=C(C=CC=C2)F)C=C1